1-((((2-(4'-Fluoro-2'-(4-methyl-4H-1,2,4-triazol-3-yl)-[1,1'-biphenyl]-3-yl)-7-(trifluoromethyl)-1H-benzo[d]imidazol-5-yl)methyl)amino)methyl)cyclopropan-1-ol FC1=CC(=C(C=C1)C1=CC(=CC=C1)C1=NC2=C(N1)C(=CC(=C2)CNCC2(CC2)O)C(F)(F)F)C2=NN=CN2C